2-chloro-3-(4-fluoro-5-formyl-6-methoxy-2-pyridyl)phenylphenyl-4-oxo-pyrido[1,2-a]pyrimidine-3-carbaldehyde ClC1=C(C=CC=C1C1=NC(=C(C(=C1)F)C=O)OC)C1=CC=CC=2N1C(C(=C(N2)C2=CC=CC=C2)C=O)=O